5-(4,4,5,5-tetramethyl-1,3,2-dioxaborolan-2-yl)benzo[4,5]Thieno[3,2-h]Isoquinoline CC1(OB(OC1(C)C)C1=C2C=CN=CC2=C2C(=C1)C1=C(S2)C=CC=C1)C